C(C)(=O)NC1CC2CC(CC2C1)C(=O)OC methyl 5-acetamido-octahydro-pentalene-2-carboxylate